C1(=CC=CC=C1)OC(=O)N1CC2=CC(=C(C=C2CC1)C=1N(C(=C(C1)C(N(C1=CC=CC=C1)C1=CC=CC=C1)=O)C)C)C(=O)N1CC2=CC=CC=C2CC1 7-(3,4-dihydroisoquinoline-2(1H)-ylcarbonyl)-6-[4-(diphenylcarbamoyl)-1,5-dimethyl-1H-pyrrol-2-yl]-3,4-dihydroisoquinoline-2(1H)-carboxylic acid phenyl ester